C(CSSCCO)O 2,2'-dithiobis-ethanol